sulfamoyl-carbamic acid tert-butyl ester C(C)(C)(C)OC(NS(N)(=O)=O)=O